Cl(=O)(=O)(=O)O.CN1CN(C=C1)C 1,3-dimethyl-imidazole perchlorate